C12C(C3CC(CC(C1)C3)C2)CC(S(=O)(=O)C2=CC=CC=C2)[Ge](C)(C)C (2-(adamantan-2-yl)-1-(phenylsulfonyl)ethyl)trimethylgermane